C(CCCCCCCCCCC)OC(CC#N)=O.ClC=1C(=NC(=NC1)NC1CCOCC1)C1=CC=C2CN(C(C2=C1)=O)CC(=O)NC1CCCC1 2-(6-{5-chloro-2-[(oxan-4-yl)amino]pyrimidin-4-yl}-1-oxo-2,3-dihydro-1H-isoindol-2-yl)-N-cyclopentyl-acetamide dodecyl-2-cyanoacetate